(4R,5S,7R,8R,9S,10R)-4-(4-(3-chlorophenyl)-1H-1,2,3-triazol-1-yl)-7-(hydroxymethyl)-9-(4-(3,4,5-trifluorophenyl)-1H-1,2,3-triazol-1-yl)-1,6-dioxaspiro[4.5]decan-8,10-diol ClC=1C=C(C=CC1)C=1N=NN(C1)[C@@H]1CCO[C@]12O[C@@H]([C@@H]([C@@H]([C@H]2O)N2N=NC(=C2)C2=CC(=C(C(=C2)F)F)F)O)CO